FC1=C(C=CC(=C1)F)[C@@H]([C@@H](/C=C/[C@H]1[C@@H](C[C@H]2[C@@H]1CCC1=C(O2)C(=C(C=C1)C(=O)O)F)O)O)C (1R,2R,3aS,10aR)-1-[(1E,3R,4S)-4-(2,4-difluorophenyl)-3-hydroxy-1-penten-1-yl]-5-fluoro-2-hydroxy-2,3,3a,9,10,10a-hexahydro-1H-benzo[b]cyclopenta[f]oxepin-6-carboxylic acid